OCCC1(CC(C(=O)NN)=CC=C1)C(=O)NN 3-(2-hydroxyethyl)-isophthalic dihydrazide